(S)-N-ethyl-5-(4-(4-fluoropyrazolo[1,5-a]pyridin-2-yl)-1,4,6,7-tetrahydro-5H-imidazo[4,5-c]pyridin-5-yl)pyrazine-2-carboxamide C(C)NC(=O)C1=NC=C(N=C1)N1[C@@H](C2=C(CC1)NC=N2)C2=NN1C(C(=CC=C1)F)=C2